NC1=NN(C2=CC(=CC(=C12)C1=CC=C(C=C1)NC(=O)C=1C(N(C=2CCCC(C2C1)=O)C1=CC=CC=C1)=O)C1CCN(CC1)C(C(C)C)=O)C N-(4-(3-amino-6-(1-isobutyrylpiperidin-4-yl)-1-methyl-1H-indazol-4-yl)phenyl)-2,5-dioxo-1-phenyl-1,2,5,6,7,8-hexahydroquinoline-3-carboxamide